5-chloro-2-((4-fluoro-2-isopropylphenyl)amino)-N-(6-methoxy-2,4-dimethylpyridin-3-yl)benzamide ClC=1C=CC(=C(C(=O)NC=2C(=NC(=CC2C)OC)C)C1)NC1=C(C=C(C=C1)F)C(C)C